(cyclohexane-1,1-diylbis(ethane-2,1-diyl))bis(1-ethylpyrrolidin-1-ium) iodide [I-].C1(CCCCC1)(CC[N+]1(CCCC1)CC)CC[N+]1(CCCC1)CC.[I-]